N-(5-(2-(7,8-dihydro-1,6-naphthyridin-6(5H)-yl)acetamido)-2-methylpyridin-3-yl)-2-(1-methyl-1H-pyrazol-4-yl)pyrazolo[5,1-b]thiazole-7-carboxamide N1=CC=CC=2CN(CCC12)CC(=O)NC=1C=C(C(=NC1)C)NC(=O)C=1C=NN2C1SC(=C2)C=2C=NN(C2)C